COC=1C(C(C1NC1=CC=C(C=C1)C1=NOC(=N1)C(F)(F)F)=O)=O 3-methoxy-4-((4-(5-(trifluoromethyl)-1,2,4-oxadiazol-3-yl)phenyl)amino)cyclobut-3-ene-1,2-dione